COC1=CC=CC(=N1)CC(=O)O 2-(6-methoxypyridin-2-yl)acetic acid